(2-(3-bromophenyl)oxetan-2-yl)methanol BrC=1C=C(C=CC1)C1(OCC1)CO